C(C=1C(C(=O)OCCCCCCCCCCCCC)=CC=CC1)(=O)OCCCCCCCCCCCCC 1,2-ditridecyl phthalate